CC1=C(C=NN1)CC1=CC=C(C=C1)CCC 5-methyl-4-[(4-propylphenyl)methyl]-1H-pyrazole